glycidyloxypropyl-trimethoxysilane C(C1CO1)OCCC[Si](OC)(OC)OC